ClC1=C2C(=NC(=C1)SC)C(=CS2)S(=O)(=O)NC(C)=O N-((7-chloro-5-methylthiothieno[3,2-b]pyridin-3-yl)sulfonyl)acetamide